2,2-di-methyl-1,3-propanediamine CC(CN)(CN)C